ClC=1C=C(C=C(C1OCCCl)C#N)C(C)(C)C1=CC=C(OCC=2SC=C(N2)C(=O)N)C=C1 2-((4-(2-(3-chloro-4-(2-chloroethoxy)-5-cyanophenyl)propan-2-yl)phenoxy)methyl)thiazole-4-carboxamide